(1R,4R,7R)-2-{2-[1-(cyclopropylmethyl)-1H-pyrrolo[2,3-b]pyridin-2-yl]-1-[1-(ethanesulfonyl)azetidin-3-yl]-7-methoxy-1H-1,3-benzodiazole-5-carbonyl}-2-azabicyclo[2.2.1]heptan-7-amine C1(CC1)CN1C(=CC=2C1=NC=CC2)C2=NC1=C(N2C2CN(C2)S(=O)(=O)CC)C(=CC(=C1)C(=O)N1[C@@H]2CC[C@H](C1)[C@H]2N)OC